CNC=1OC2=C(N1)C=C(C=C2)C#C[Si](C)(C)C N-methyl-5-((trimethylsilyl)ethynyl)benzo[d]Oxazol-2-amine